C(CC(O)(C(=O)[O-])CC(=O)[O-])(=O)[O-].C(CC(O)(C(=O)[O-])CC(=O)[O-])(=O)[O-].[Ca+2].[Ca+2].[Ca+2] Tricalcium dicitrat